((((cyclohexane-1,3-diylbis(methylene))bis(azanediyl))bis(carbonyl))bis(oxy))bis(ethane-2,1-diyl) bis(2-methylacrylate) CC(C(=O)OCCOC(=O)NCC1CC(CCC1)CNC(=O)OCCOC(C(=C)C)=O)=C